5-[2-(2-methoxy-phenyl)-1,3-oxazol-4-yl]-1-(propan-2-yl)-1H-1,2,3-benzotriazole COC1=C(C=CC=C1)C=1OC=C(N1)C1=CC2=C(N(N=N2)C(C)C)C=C1